(R)-(2-(allyloxy)-3-(octadecyloxy)propoxy)(tert-butyl)dimethylsilane C(C=C)O[C@@H](CO[Si](C)(C)C(C)(C)C)COCCCCCCCCCCCCCCCCCC